OC1(CC(C1)C(=O)N1CC2(C1)CC(C2)CC2=C(C=CC=C2)OC)C ((1s,3s)-3-hydroxy-3-methylcyclobutyl)(6-(2-methoxybenzyl)-2-azaspiro[3.3]Hept-2-yl)methanone